2-Amino-6-((1-aminocyclopentyl)methoxy)-1-(3-hydroxy-2,6-dimethylphenyl)-5-methyl-1H-pyrrole NC=1N(C(=CC1)C)C1C(=C(C=CC1(C)OCC1(CCCC1)N)O)C